ethyl [6-bromo-2-(5-fluoro-3-pyridyloxy)phenyl]difluoroacetate BrC1=CC=CC(=C1C(C(=O)OCC)(F)F)OC=1C=NC=C(C1)F